FC(C(=O)[O-])(F)F.[Cl-].N1C=[NH+]C=C1.N1C=[NH+]C=C1 1H-imidazol-3-ium chloride trifluoroacetate salt